1-(1,2-benzoxazol-3-yl)-N-[(1s,2s)-2-hydroxy-2,3-dihydro-1H-inden-1-yl]ethane-1-sulfonamide O1N=C(C2=C1C=CC=C2)C(C)S(=O)(=O)N[C@@H]2[C@H](CC1=CC=CC=C21)O